(1S,3S,5S)-2-{(2S)-2-amino-2-(3-hydroxyadamantan-1-yl)acetyl}-2-azabicyclo[3.1.0]hexane-3-carbonitrile N[C@H](C(=O)N1[C@H]2C[C@H]2C[C@H]1C#N)C12CC3(CC(CC(C1)C3)C2)O